COC(C=1C=C(N)C=CC1)OC 3-(dimethoxymethyl)aniline